3-((1-((tert-butyldimethylsilyl)oxy)-3-hydroxy-2-methylpropan-2-yl)oxy)-1H-pyrazole-1-carboxylic acid [Si](C)(C)(C(C)(C)C)OCC(CO)(C)OC1=NN(C=C1)C(=O)O